C1(CC1)[C@H](C)N1C(C2=C(C=C(C=C2C1)C1=CC(=NN1C)NC(C)=O)S(NC1COC1)(=O)=O)=O (S)-N-(5-(2-(1-cyclopropylethyl)-7-(N-(oxetan-3-yl)sulfamoyl)-1-oxoisoindol-5-yl)-1-methyl-1H-pyrazol-3-yl)acetamide